oxocyclohex-1-en O=C1C=CCCC1